2-[cyano-(5-fluoro-3-pyridyl)amino]-N-hexyl-5-methyl-thiazole-4-carboxamide C(#N)N(C=1SC(=C(N1)C(=O)NCCCCCC)C)C=1C=NC=C(C1)F